C1(CC1)C1=C(C=CC=C1)C1=CC2=C(C=N1)NC(N2CC2=CC=C(C=C2)C=2N(C=C(N2)C(F)(F)F)C)=O 6-(2-Cyclopropylphenyl)-1-(4-(1-methyl-4-(trifluoromethyl)-1H-imidazol-2-yl)benzyl)-1,3-dihydro-2H-imidazo[4,5-c]pyridin-2-one